oxiranylmethylmethanesulfonamide O1C(C1)CCS(=O)(=O)N